(RS)-3,4-Dichloro-N-(4-(2-(piperidin-2-yl)ethyl)phenyl)benzamide ClC=1C=C(C(=O)NC2=CC=C(C=C2)CC[C@@H]2NCCCC2)C=CC1Cl |r|